L(+)-pyroglutamic acid N1[C@@H](CCC1=O)C(=O)O